6-Chloro-8-(6-fluoro-1H-indol-4-yl)-9-methoxy-1,4,4-trimethyl-5H-[1,2,4]triazolo[4,3-a]quinoxaline ClC1=C2NC(C=3N(C2=C(C(=C1)C1=C2C=CNC2=CC(=C1)F)OC)C(=NN3)C)(C)C